NC=1C(=CC(=C(C1)NC1=NC=C(C(=N1)N1CC(C2=CC=CC=C12)(C)C)C(=O)OC(C)C)OC)N(C)CCN(C)C isopropyl 2-((5-amino-4-((2-(dimethylamino) ethyl)(methyl)amino)-2-methoxyphenyl)amino)-4-(3,3-dimethylindolin-1-yl)pyrimidine-5-carboxylate